ClC1=C(C=CC(=C1)C1=NN(C=N1)C1=NC=C(C=C1)C(F)(F)F)NC(=O)\N=C\1/SCC(N1C1=C(C=CC(=C1)C)C(C)OC)=O (Z)-1-(2-chloro-4-(1-(5-(trifluoromethyl)pyridin-2-yl)-1H-1,2,4-triazol-3-yl)phenyl)-3-(3-(2-(1-methoxyethyl)-5-methylphenyl)-4-oxothiazolidin-2-ylidene)urea